N-(3-chloro-4-(pyridin-2-ylmethoxy)phenyl)-7-((1,3-dimethylpyrrolidin-3-yl)ethynyl)-6-nitroquinazolin-4-amine ClC=1C=C(C=CC1OCC1=NC=CC=C1)NC1=NC=NC2=CC(=C(C=C12)[N+](=O)[O-])C#CC1(CN(CC1)C)C